C(C)(=O)OC[B-](F)(F)F acetoxymethyl(trifluoro)boranuide